C1(CCCC1)[C@@](C(=O)O)(O)C1=CC=CC=C1 (R)-α-cyclopentylmandelic acid